5-((1-((2,4-dimethylthiophen-3-yl)sulfonyl)azetidin-3-yl)oxy)-6-(4-fluorophenyl)isoindolin-1-one CC=1SC=C(C1S(=O)(=O)N1CC(C1)OC=1C=C2CNC(C2=CC1C1=CC=C(C=C1)F)=O)C